L-ascorbyl-6-palmitate CCCCCCCCCCCCCCCC(=O)OC[C@@H]([C@@H]1C(=C(C(=O)O1)O)O)O